ClC1=C(C=C2C=C(N=CC2=C1)NC(=O)[C@@H]1[C@H](C1)C1=CC=NN1C(C)C)C1CCN(CC1)[C@]1(COC[C@H]1O)C (1S,2S)-N-(7-chloro-6-(1-((3S,4S)-4-hydroxy-3-methyltetrahydrofuran-3-yl)piperidin-4-yl)isoquinolin-3-yl)-2-(1-isopropyl-1H-pyrazol-5-yl)cyclopropane-1-carboxamide